tert-butyl (R)-4-((1,4-dioxan-2-yl)methoxy)piperidine-1-carboxylate O1[C@H](COCC1)COC1CCN(CC1)C(=O)OC(C)(C)C